N1(CCC1)C1=NC(=C(C(=N1)OC1CCC1)O)CCCCCCCCCCCCCCCC Azetidin-1-yl-4-cyclobutoxy-6-hexadecylpyrimidin-5-ol